ClC1=CC=2C(OCC[C@H]3CCCN3C3=CC=C(C(NS(C(=C1OC)C2)(=O)=O)=C3)F)=O (6R)-13-Chloro-19-fluoro-14-methoxy-16,16-dioxo-9-oxa-16λ6-thia-2,17-diazatetracyclo[16.3.1.111,15.02,6]tricosa-1(21),11(23),12,14,18(22),19-hexaen-10-one